C1(=CC=CC=C1)S(=O)(=O)N1CCC2=CC(=CC=C12)[C@H]1[C@@H](C1)NC1CCOCC1 trans-N-(2-(1-(benzenesulfonyl)indolin-5-yl)cyclopropyl)tetrahydro-2H-pyran-4-amine